S(=O)(=O)(ON1[C@@H]2CC[C@H](N(C1=O)C2)C(NC(CNC(N)=O)=O)=N)O (2S,5R)-2-(N-(carbamoylglycyl) carbamimidoyl)-7-oxo-1,6-diazabicyclo[3.2.1]octan-6-yl hydrogen sulfate